sulfhydryl-fluorine SF